2-(3-(7-chloro-6-(4'-hydroxy-[1,1'-biphenyl]-4-yl)-2-oxo-1,2-dihydroquinolin-3-yl)phenyl)acetic acid ClC1=C(C=C2C=C(C(NC2=C1)=O)C=1C=C(C=CC1)CC(=O)O)C1=CC=C(C=C1)C1=CC=C(C=C1)O